FC1=CC(=C(N)C=C1)C(=C)C 4-Fluoro-2-isopropenyl-aniline